N-(4-((Benzyloxy)methyl)-2-methoxyphenyl)-3-(4,4,5,5-tetramethyl-1,3,2-dioxaborolan-2-yl)benzamide C(C1=CC=CC=C1)OCC1=CC(=C(C=C1)NC(C1=CC(=CC=C1)B1OC(C(O1)(C)C)(C)C)=O)OC